ClC1=CC(=C(OCC2=NC(=CC=C2)OC2CCNCC2)C=C1)F 2-((4-Chloro-2-fluorophenoxy)methyl)-6-(piperidin-4-oxy)pyridine